N-(2-(N-vinylacetamido)ethyl)acetamide Ethyl-4-iodo-3-methyl-1-(1-methyl-1H-imidazole-2-carboxamido)-1H-pyrrole-2-carboxylate C(C)OC(=O)C=1N(C=C(C1C)I)NC(=O)C=1N(C=CN1)C.C(=C)N(C(C)=O)CCNC(C)=O